OCC=1C(=CC(=NC1)OC)CC(C)NC(OC(C)(C)C)=O tert-butyl N-[2-[5-(hydroxymethyl)-2-methoxy-4-pyridyl]-1-methylethyl]carbamate